6-chloro-4-((3-methoxy-4-(2-methyl-2H-1,2,3-triazol-4-yl)pyridin-2-yl)amino)-N-(methyl-d3)nicotinamide ClC1=NC=C(C(=O)NC([2H])([2H])[2H])C(=C1)NC1=NC=CC(=C1OC)C1=NN(N=C1)C